N-[4-(7-Fluoro-1,3-benzoxazol-2-yl)phenyl]-2,2-dimethylpropanamid FC1=CC=CC=2N=C(OC21)C2=CC=C(C=C2)NC(C(C)(C)C)=O